N(=[N+]=[N-])C=1C=C(C(=O)O)C=CC1NC(C)=O 3-azido-4-acetamidobenzoic acid